FC1(CC(C1)N1C[C@H]([C@H](CC1)NC1=NN2C(C(=N1)OC)=C(C=C2[2H])C=2C=CC1=C(N(N=N1)CC(F)F)C2)F)F N-((3R,4S)-1-(3,3-difluorocyclobutyl)-3-fluoropiperidin-4-yl)-5-(1-(2,2-difluoroethyl)-1H-benzo[d][1,2,3]triazol-6-yl)-4-methoxypyrrolo[2,1-f][1,2,4]triazin-7-d-2-amine